C(CCCO)CC[C@H](CC(=O)O)O The molecule is a dihydroxy monocarboxylic acid that is 9-hydroxynonanoic acid in which the pro-R hydrogen beta to the carboxy group is replaced by a hydroxy group. It is a 3-hydroxy carboxylic acid, a dihydroxy monocarboxylic acid, a medium-chain fatty acid and an omega-hydroxy fatty acid. It derives from a 9-hydroxynonanoic acid.